[Fe].OCC(CO)(COCC(CO)(CO)CO)CO dipentaerythritol iron